C(C(=C)C)(=O)OCCNC(=O)OC1=C(C2=CC=CC=C2C=C1C(=O)OC)C1=C(C(=CC2=CC=CC=C12)C(=O)OC)OC(NCCOC(C(=C)C)=O)=O Dimethyl 2,2'-bis({[2-(methacryloyloxy)ethyl]carbamoyl}oxy)-1,1'-binaphthyl-3,3'-dicarboxylat